C1(=CC=CC=C1)C=1C(=C(C=CC1)O)CCCCCC phenyl-hexyl-phenol